sodium (S)-3-(2',4'-difluorobiphenyl-3-yl)-3-(3-(1-methyl-4-oxido-2-oxo-1,2-dihydropyridin-3-yl)ureido)propanoate FC1=C(C=CC(=C1)F)C1=CC(=CC=C1)[C@H](CC(=O)[O-])NC(=O)NC=1C(N(C=CC1[O-])C)=O.[Na+].[Na+]